S1C(=NC2=C1C=CC=C2)CN2CCN(CC2)C2=C(C(=O)OC)C=CC(=C2)C(C)C methyl 2-(4-(benzo[d]thiazol-2-ylmethyl)piperazin-1-yl)-4-isopropylbenzoate